((1r,4r)-4-((tert-butoxy-carbonyl)amino)cyclohexyl)methyl methanesulfonate CS(=O)(=O)OCC1CCC(CC1)NC(=O)OC(C)(C)C